N[C@@H]([C@@H](C(=O)N[C@H](C(=O)O)C1=CC(=C(C=C1)F)OC(F)(F)F)O)CC1=CC=CC=C1 (S)-2-((2S,3R)-3-amino-2-hydroxy-4-phenylbutanamido)-2-(4-fluoro-3-(trifluoromethoxy)phenyl)acetic acid